ClC1=CC2=C(S1)C1(CC(NC(C1)C1CC1)C1CC1)OCC2 (2R,6S)-2-chloro-2',6'-dicyclopropyl-spiro[4,5-dihydrothieno[2,3-c]pyran-7,4'-piperidine]